CN(CCCNC(=O)C1CCN(CC1)C(=O)C1=NNC(=C1)C1=CC=NC=C1)C N-[3-(dimethylamino)propyl]-1-[5-(pyridin-4-yl)-1H-pyrazole-3-carbonyl]piperidine-4-carboxamide